BrC=1C(=C(C(=CC1)F)C1=CC=2N(C=C1)N=C(N2)N(C(OC(C)(C)C)=O)C(=O)OC(C)(C)C)F tert-butyl (7-(3-bromo-2,6-difluorophenyl)-[1,2,4]triazolo[1,5-a]pyridin-2-yl)(tert-butoxycarbonyl)carbamate